tert-butyl-N-cyclopropyl-N-[1-[7-[(8-fluoro-2-methyl-imidazo[1,2-a]pyridin-6-yl)carbamoyl]-2-methyl-pyrazolo[3,4-c]pyridin-4-yl]-4-piperidyl]carbamate C(C)(C)(C)OC(N(C1CCN(CC1)C=1C=2C(C(=NC1)C(NC=1C=C(C=3N(C1)C=C(N3)C)F)=O)=NN(C2)C)C2CC2)=O